(S)-3-(Hydroxymethyl)-7-(trifluoromethyl)-3,4-dihydroquinoxalin-2(1H)-one OC[C@H]1C(NC2=CC(=CC=C2N1)C(F)(F)F)=O